6-(4-((5S,8aR)-7-acryloyl-3-oxohexahydro-3H-oxazolo[3,4-a]pyrazin-5-yl)-6-chloropyridin-2-yl)-N-methylpyrimidine-4-carboxamide C(C=C)(=O)N1C[C@H]2N([C@H](C1)C1=CC(=NC(=C1)Cl)C1=CC(=NC=N1)C(=O)NC)C(OC2)=O